ClC1=C(C(=O)O)C=CC(=C1)NC(=O)C1=CC=C2CCN(C2=C1)S(=O)(=O)C1=CC(=CC=C1)C(F)(F)F 2-Chloro-4-{[1-(3-trifluoromethyl-benzenesulfonyl)-2,3-dihydro-1H-indole-6-carbonyl]-amino}-benzoic acid